OC=1C(=C(C(=O)C2=CC=C(C=C2)OCCC)C=CC1OCCC)O dihydroxy-4,4'-di-n-propoxybenzophenone